[W].[Sn].[Cu] copper-tin-tungsten